C(C)(=O)N1CCC(CC1)C1=NN(C2=CC=CC(=C12)C1=CC=C2C=CC=NC2=C1)CC(=O)NCC(=O)NCC(=O)O 2-(2-{2-[3-(1-acetylpiperidin-4-yl)-4-(quinolin-7-yl)-1H-indazol-1-yl]acetamido}acetamido)acetic acid